tert-Butyl 8-((2-methoxyethyl)amino)-3,4-dihydroisoquinoline-2(1H)-carboxylate COCCNC=1C=CC=C2CCN(CC12)C(=O)OC(C)(C)C